ClC=1C=C2C(=CNC2=CC1)C=1C=NN(C1)C 5-chloro-3-(1-methyl-1H-pyrazol-4-yl)-indole